N-(2-(4-((1R,4R)-2-oxa-5-azabicyclo[2.2.1]hept-ane-5-yl)piperidine-1-yl)-5-((6-((R)-3-(2-chloro-3-fluorophenyl)isoxazolidine-2-yl)pyrimidine-4-yl)amino)-4-methoxyphenyl)acrylamide [C@H]12OC[C@H](N(C1)C1CCN(CC1)C1=C(C=C(C(=C1)OC)NC1=NC=NC(=C1)N1OCC[C@@H]1C1=C(C(=CC=C1)F)Cl)NC(C=C)=O)C2